C(C=1C(C(=O)[O-])=CC=CC1)(=O)[O-] trans-phthalate